CC(C(=O)OC)(CCCC=O)C methyl 2,2-dimeth-yl-6-oxohexanoate